2-[4-(4,5-dimethyl-1,2,4-triazol-3-yl)hexahydropyridin-1-yl]-3-(5-fluoropyridin-3-yl)benzene-1-carbonitrile CN1C(=NN=C1C)C1CCN(CC1)C1=C(C=CC=C1C=1C=NC=C(C1)F)C#N